C(C)(C)(C)OC(=O)N1CCN(CC1)C1=C(C=C(C=C1)[N+](=O)[O-])I.FC1=CC=C(C=C1)C#CC1=C(C=CC(=C1)[N+](=O)[O-])N1CCN(CC1)C(=O)OC(C)(C)C tert-butyl 4-(2-((4-fluorophenyl)ethynyl)-4-nitrophenyl)piperazine-1-carboxylate Tert-butyl-4-(2-iodo-4-nitrophenyl)piperazine-1-carboxylate